CC1=NN(C=C1C1=CC(=NC=N1)N)CC1=CC=C(C=C1)C(F)(F)F 6-(3-methyl-1-{[p-(trifluoromethyl)phenyl]methyl}-1H-pyrazol-4-yl)-4-pyrimidinylamine